3-(3-fluoro-5-(trifluoromethyl)phenyl)propionic acid methyl ester trifluoroacetate FC(C(=O)O)(F)F.COC(CCC1=CC(=CC(=C1)C(F)(F)F)F)=O